5-chloro-N-[4-(5-phenyl-1,3,4-oxadiazol-2-yl)phenyl]pyridine-2-carboxamide ClC=1C=CC(=NC1)C(=O)NC1=CC=C(C=C1)C=1OC(=NN1)C1=CC=CC=C1